[C-]1(C=CC=C1)C(=O)O.[C-]1(C=CC=C1)C(=O)O.[Fe+2] 1,1'-ferrocenedicarboxylic acid